tert-butyl (S)-4-((1-((benzyloxy)carbonyl)piperidin-4-yl)methyl)-2-(hydroxymethyl)piperazine-1-carboxylate C(C1=CC=CC=C1)OC(=O)N1CCC(CC1)CN1C[C@H](N(CC1)C(=O)OC(C)(C)C)CO